FC(C=1C(=NC=CC1)C1(CC1)C(=O)O)(F)F 1-(3-(trifluoromethyl)pyridin-2-yl)cyclopropane-1-carboxylic acid